N-(4-fluoro-3-(4,4,5,5-tetramethyl-1,3,2-dioxaborolan-2-yl)phenyl)-4-(trifluoromethyl)picolinamide FC1=C(C=C(C=C1)NC(C1=NC=CC(=C1)C(F)(F)F)=O)B1OC(C(O1)(C)C)(C)C